C(CCCCCCC\C=C/CCCCCCCC)(=O)O (Z)-Octadeca-9-enoic acid